N1=CC=C(C2=C1NC1=C(O2)C=CC=C1)OC1=CC=C(C=C1)NC(=O)C1(CC1)C(=O)O 1-((4-((10H-benzo[b]pyrido[2,3-e][1,4]oxazin-4-yl)oxy)phenyl)carbamoyl)cyclopropane-1-carboxylic acid